Ethyl 4-methyl-pentanoate CC(CCC(=O)OCC)C